O[C@H]1CC[C@@H]2[C@@]1(CC[C@@H]1[C@]3(CCC=4N=C(SC4C3=CC[C@@H]21)NC(C)=O)C)C N-((5aR,5bS,7aS,8S,10aS,10bR)-8-hydroxy-5a,7a-dimethyl-5,5a,5b,6,7,7a,8,9,10,10a,10b,11-dodecahydro-4H-cyclopenta[7,8]phenanthro[2,1-d]thiazol-2-yl)acetamide